P(O)(=O)(OP(=O)(O)OP(=O)(O)O)OC[C@@H]1[C@H]([C@H]([C@@H](O1)C1=CN(C(=O)NC1=O)CC1CCCCCC1)O)O 1-cycloheptylmethyl-pseudouridine triphosphate